BrC=1C=C2C(=NC=NC2=C(C1C)[N+](=O)[O-])NC1=C(C(=CC=C1)Cl)F 6-bromo-N-(3-chloro-2-fluorophenyl)-7-methyl-8-nitroquinazolin-4-amine